CC1(CC1)NC(=O)C=1C2=CN(N=C2C=CC1)C=1C=NC=CC1 N-(1-methylcyclopropyl)-2-(3-pyridyl)-2H-indazole-4-carboxamide